N2-(4-(((2-amino-4-oxo-3,4-dihydropteridin-6-yl)methyl)amino)benzoyl)-N5-(2-(2-aminoethoxy)ethyl)-L-glutamine NC1=NC2=NC=C(N=C2C(N1)=O)CNC1=CC=C(C(=O)N[C@@H](CCC(NCCOCCN)=O)C(=O)O)C=C1